C(C)(C)(C)OC(=O)N1C[C@@H](CC1)NC=1C=C2C=CC=NC2=C(C1)F (R)-3-((8-fluoroquinolin-6-yl)amino)pyrrolidine-1-carboxylic acid tert-butyl ester